p-methyl-aminobenzoyl-L-glutamic acid CC1=CC=C(C(=O)N([C@@H](CCC(=O)O)C(=O)O)N)C=C1